2-[(3R)-1-[(2R)-2-[[5-(2,6-dichloro-4-fluoro-phenyl)-1,8-naphthyridin-2-yl]oxy]propanoyl]-3-piperidyl]acetic acid ClC1=C(C(=CC(=C1)F)Cl)C1=C2C=CC(=NC2=NC=C1)O[C@@H](C(=O)N1C[C@H](CCC1)CC(=O)O)C